N,N'-diphenyl-oxalyl-diamine C1(=CC=CC=C1)NC(C(=O)NC1=CC=CC=C1)=O